C(CCCCCCCCCC=CCCCCCCCC)(=O)OCCCCCCCCCCCC(C)C 12-methyltridecyl eicos-11-enoate